11-methyl-7,9-tetradecadienyl alcohol CC(C=CC=CCCCCCCO)CCC